BrC1=CC=C(C=N1)C=1C(=C(C=CC1F)NS(=O)(=O)C=1C(=NC=C(C1)Cl)OC)F N-(3-(6-bromopyridin-3-yl)-2,4-difluorophenyl)-5-chloro-2-methoxypyridine-3-sulfonamide